1-methylthymine CN1C(=O)NC(=O)C(C)=C1